N-methyl-N-((1-methyl-1H-pyrazol-3-yl)methyl)-5,6-dimethoxy-benzo[b]thiophene-2-carboxamide CN(C(=O)C1=CC2=C(S1)C=C(C(=C2)OC)OC)CC2=NN(C=C2)C